Tert-butyl-{[2-fluoro-3-(4,4,5,5-tetramethyl-1,3,2-dioxaborolan-2-yl)benzyl]oxy}dimethylsilane C(C)(C)(C)[Si](C)(C)OCC1=C(C(=CC=C1)B1OC(C(O1)(C)C)(C)C)F